CC(C)(C)[Si](C)(C)OC[C@@H]1[C@H](C[C@@H](O1)N2C=NC3=C(N=CN=C32)NC(=O)C4=CC=CC=C4)O N6-Benzoyl-5'-O-tert-butyldimethylsilyl-2'-deoxyadenosine